8a-hydroxy-6-phenyl-6H,7H,8H,8aH,9H-pyrrolo[2,3-b]1,5-naphthyridin-9-one OC12C(=NC3=CC=CN=C3C1=O)N(CC2)C2=CC=CC=C2